BrC1=CC(=C(C(=C1)C(F)(F)F)NC(CO)(C)C)[N+](=O)[O-] 2-[4-bromo-2-nitro-6-(trifluoromethyl)phenylamino]-2-methyl-1-propanol